OCCOCCOCCOCCOCCOCCOCCOCCOCCOCCOCCO 2-[2-[2-[2-[2-[2-[2-[2-[2-[2-(2-hydroxyethoxy)ethoxy]ethoxy]ethoxy]ethoxy]ethoxy]ethoxy]ethoxy]ethoxy]ethoxy]ethanol